CC1(OCCC(C1)(O)C)CC(C)C methyl-2-isobutyl-4-methyltetrahydro-2H-pyran-4-ol